acridinate C1(=CC=CC2=NC3=CC=CC=C3C=C12)C(=O)[O-]